C(C)N1N(C2=NC(=NC=C2C1=O)SC)C1=CC=CC(=N1)C1(CC1)C#N 1-(6-(2-ethyl-6-(methylthio)-3-oxo-2,3-dihydro-1H-pyrazolo[3,4-d]pyrimidin-1-yl)pyridin-2-yl)cyclopropanecarbonitrile